CC(O[Si](OC)(CCCC)C)CCCC methyl-butyl-methyl-butyl-dimethoxysilane